2-cyanoethyl 4-(4-cyano-2-methoxyphenyl)-5-hydroxy-2-methyl-1h,4h,7h,8h,9h-cyclopenta[h]1,6-naphthyridine-3-carboxylate C(#N)C1=CC(=C(C=C1)C1C(=C(NC2=C3C(=NC(=C12)O)CCC3)C)C(=O)OCCC#N)OC